(S)-1-(2-chloro-5-((1-(2-fluoroethyl)-1H-pyrazol-4-yl)ethynyl)pyridin-4-yl)-3-methylpiperidin-3-ol ClC1=NC=C(C(=C1)N1C[C@](CCC1)(O)C)C#CC=1C=NN(C1)CCF